ClC=1C=C(C=CC1)C=1C=CC=C2C(=C(N3C(C12)=NC=N3)C(=O)NCC(=O)OCC)O ethyl 2-[[10-(3-chlorophenyl)-6-hydroxy-[1,2,4]triazolo[5,1-a]isoquinoline-5-carbonyl]amino]acetate